NC1=C(C=CC(=C1)CCN)S(=O)(=O)O 2-amino-4-aminoethyl-benzenesulfonic acid